5-((cyclohex-3-en-1-yloxy)methyl)-1,3,4-thiadiazol-2-amine C1(CC=CCC1)OCC1=NN=C(S1)N